tert-butyl 3-hydroxy-3-(4-(hydroxymethyl)pyridin-3-yl)azetidine-1-carboxylate OC1(CN(C1)C(=O)OC(C)(C)C)C=1C=NC=CC1CO